C12(CC(C1)C2)N2N=CC(=C2)C=2C(=C(C=CC2)NC2=CC(=NC=C2C(=O)N)NC(=O)C2CC2)OC 4-((3-(1-(bicyclo[1.1.1]pentan-1-yl)-1H-pyrazol-4-yl)-2-methoxyphenyl)amino)-6-(cyclopropanecarboxamido)nicotinamide